(E)-3,4,5-trimethoxycinnamic acid COC=1C=C(/C=C/C(=O)O)C=C(C1OC)OC